CC1(CC1)NC1=NC=C(C(=N1)NC1CCC(CC1)C(=O)N)[N+](=O)[O-] (1S,4S)-4-((2-((1-methylcyclopropyl)amino)-5-nitropyrimidin-4-yl)amino)cyclohexane-1-carboxamide